2-[(2-hydroxy-5-methylphenyl)methyl]-6-methyl-phenol OC1=C(C=C(C=C1)C)CC1=C(C(=CC=C1)C)O